(4R)-1-tert-butoxycarbonyl-4-methyl-piperidine-2-carboxylic acid C(C)(C)(C)OC(=O)N1C(C[C@@H](CC1)C)C(=O)O